6-(2-amino-5-(3-((dimethylamino)methyl)-4-morpholinophenyl)-6-fluoropyridin-3-yl)-4-fluoroisoquinolin-1(2H)-one NC1=NC(=C(C=C1C=1C=C2C(=CNC(C2=CC1)=O)F)C1=CC(=C(C=C1)N1CCOCC1)CN(C)C)F